tert-butyl 3-(4-((3-bromo-2-fluoro-N-methylbenzamido)methyl)-1H-pyrazol-1-yl)pyrrolidine-1-carboxylate BrC=1C(=C(C(=O)N(C)CC=2C=NN(C2)C2CN(CC2)C(=O)OC(C)(C)C)C=CC1)F